(S)-methyl 2-(2-(3-(3-(((S)-1-cyclopropylethyl)carbamoyl)-1H-pyrazol-5-yl)phenyl)oxazole-5-carboxamido)-3-(methylthio)propanoate C1(CC1)[C@H](C)NC(=O)C1=NNC(=C1)C=1C=C(C=CC1)C=1OC(=CN1)C(=O)N[C@@H](C(=O)OC)CSC